FC1=C(C=CC=C1)C=1C=NC=2CCN(CC2C1)C=1C(=C(C=2N(N1)C(C=C(N2)C)=O)C)C 7-(3-(2-fluorophenyl)-7,8-dihydro-1,6-naphthyridin-6(5H)-yl)-2,8,9-trimethyl-4H-pyrimido[1,2-b]pyridazin-4-one